BrCCCCCCCCCCCCCCCCCCC(=O)OCC ethyl 19-bromononadecanoate